FC1=CC=C(C=C1)N1CCC2=C1N=C(N=C2NC)NC21CCC(CC2)(CC1)N1C=NC(=C1)C 7-(4-fluorophenyl)-N4-methyl-N2-[4-(4-methylimidazol-1-yl)-1-bicyclo[2.2.2]octyl]-5,6-dihydropyrrolo[2,3-d]pyrimidine-2,4-diamine